C(=O)(O)C1=C(C=C(C=C1)C1=C(C(=C(C=C1)F)F)F)N1C(C2=CC=CC=C2C1=O)=O 2-(4-Carboxy-2',3',4'-trifluoro[1,1'-biphenyl]-3-yl)-1,3-dioxo-2,3-dihydro-1H-isoindole